6-hydroxy-2-methyl-7-(6-(methyl(2,2,6,6-tetramethylpiperidin-4-yl)amino)pyridazin-3-yl)isoquinolin OC=1C=C2C=CN(CC2=CC1C=1N=NC(=CC1)N(C1CC(NC(C1)(C)C)(C)C)C)C